tert-butyl 2-(((tert-butoxycarbonyl)(cyclobutylmethyl)amino)methyl)-6-(prop-2-yn-1-yl)-1H-indole-1-carboxylate C(C)(C)(C)OC(=O)N(CC1CCC1)CC=1N(C2=CC(=CC=C2C1)CC#C)C(=O)OC(C)(C)C